Hydroxyethylmethacryloyldihydrogenphosphat OCCOP(=O)(OC(C(=C)C)=O)[O-]